FC(C=1C=C(C=CC1)NC1=C(C(=O)NC2=CC(=NN2C)C(F)(F)F)C=CC=C1)(F)F 2-((3-Trifluoromethylphenyl)amino)-N-(1-methyl-3-(trifluoromethyl)-1H-pyrazol-5-yl)benzamide